[C@H]12COC[C@H](CC1)N2C2=NC1=CC=C(C=C1C=C2)CN2C[C@H](CC2)OC=2C=C1CN(C(C1=CC2)=O)C2C(NC(CC2)=O)=O 3-(5-(((S)-1-((2-((1R,5S)-3-Oxa-8-azabicyclo[3.2.1]octan-8-yl)quinolin-6-yl)methyl)pyrrolidin-3-yl)oxy)-1-oxoisoindolin-2-yl)piperidine-2,6-dione